C(C=C)C(C(C(N)(N)CC=C)(CC=C)CC=C)C tetraallylbutanediamine